FC1(CC(C1)C(=O)OCCN1N=C(C(=C1NC(=O)C1CC(C1)(F)F)C)C1CC(C1)(F)F)F 2-(5-(3,3-difluorocyclobutane-1-carboxamido)-3-(3,3-difluoro-cyclobutyl)-4-methyl-1H-pyrazol-1-yl)ethyl 3,3-difluorocyclobutane-1-carboxylate